(2s,4R)-1-((S)-2-amino-3,3-dimethylbutanoyl)-4-hydroxy-N-(4-(4-methylthiazol-5-yl)benzyl)pyrrolidine-2-carboxamide CC1=C(SC=N1)C2=CC=C(C=C2)CNC(=O)[C@@H]3C[C@H](CN3C(=O)[C@H](C(C)(C)C)N)O